(E)-6,8-dimethyl-sulfonyloxy-oct-4-enoic acid ethyl ester C(C)OC(CC\C=C\C(CCOS(=O)(=O)C)OS(=O)(=O)C)=O